ClC=1C=CC(=C(C1)NC(C(=O)N[C@H](C(=O)NC1=CC=C(C(=O)O)C=C1)CC1=CC=CC=C1)=O)OCC(F)(F)F (S)-4-(2-(2-((5-chloro-2-(2,2,2-trifluoroethoxy)phenyl)amino)-2-oxoacetamido)-3-phenylpropionamido)benzoic acid